CC(CC(C(C(C(=O)[O-])(CC(CC)(C)C)CC(CC)(C)C)(O)C(=O)[O-])C(=O)[O-])(CC)C Tri(2,2-dimethyl-1-butyl)citrat